FC1=C2CCC(NC2=CC=C1)=O 5-fluoro-2-oxo-1,2,3,4-tetrahydroquinoline